(R)-4-(5-(5-fluoro-2-methoxypyridin-4-yl)-1H-pyrazole-3-carbonyl)-N-((4-hydroxybicyclo[2.2.2]oct-1-yl)methyl)-4-azaspiro[2.5]octane-7-carboxamide FC=1C(=CC(=NC1)OC)C1=CC(=NN1)C(=O)N1C2(CC2)C[C@@H](CC1)C(=O)NCC12CCC(CC1)(CC2)O